N1(CCNCC1)CC#CC=1C=2N(C=CC1)C(=CN2)N2CNCCC2 [8-(3-piperazin-1-ylprop-1-ynyl)imidazo[1,2-a]Pyridin-3-yl]Hexahydropyrimidine